((2-chloro-4-(trifluoromethyl)benzyl)oxy)-2-methylisoindolin-1-one ClC1=C(COC2N(C(C3=CC=CC=C23)=O)C)C=CC(=C1)C(F)(F)F